[Cu].C1(=CC=CC=C1)C1=C(C(C(=O)O)=CC=C1)O.C1(=CC=CC=C1)C1=C(C(C(=O)O)=CC=C1)O Bis(3-phenylsalicylic acid) copper